The molecule is a non-proteinogenic dipeptide formed from L-gamma-glutamic acid and hercynyl-L-selenocysteine residues. It has a role as a fungal metabolite. It is an ammonium betaine, a dipeptide and a sulfoxide. It derives from a L-histidine. It is a conjugate acid of a N(alpha)-(L-gamma-glutamyl)-hercynyl-L-selenocysteine(1-). C[N+](C)(C)[C@@H](CC1=CN=C(N1)[Se]C[C@@H](C(=O)O)NC(=O)CC[C@@H](C(=O)O)N)C(=O)[O-]